ClC1=CC(=CC2=C1N(C(N2C=2SC(=NN2)C(F)F)=O)CC)S(=O)(=O)NC2(COC2)CF 7-chloro-3-(5-(difluoromethyl)-1,3,4-thiadiazol-2-yl)-1-ethyl-N-(3-(fluoromethyl)oxetan-3-yl)-2-oxo-2,3-dihydro-1H-benzo[d]imidazole-5-sulfonamide